4-[4-(Difluoromethoxy)-3-fluorophenyl]-5-[4-[(3S)-1-(3-fluoropropyl)pyrrolidin-3-yl]oxyphenyl]-2,3-dihydro-1-benzothiepin-8-ol FC(OC1=C(C=C(C=C1)C=1CCSC2=C(C1C1=CC=C(C=C1)O[C@@H]1CN(CC1)CCCF)C=CC(=C2)O)F)F